4-(2'-amino-5-(dimethylcarbamoyl)-[2,3'-bipyridyl]-5'-yl)-N-((3S,4R)-4-aminotetrahydrofuran-3-yl)-1H-pyrrolo[2,3-b]pyridine-2-carboxamide NC1=NC=C(C=C1C1=NC=C(C=C1)C(N(C)C)=O)C1=C2C(=NC=C1)NC(=C2)C(=O)N[C@@H]2COC[C@@H]2N